acrylate (octadecyl acrylate) C(CCCCCCCCCCCCCCCCC)C(C(=O)O)=C.C(C=C)(=O)O